(E)-N-(4-cinnamamidobutyl)-2-methylpent-2-enamide C(C=CC1=CC=CC=C1)(=O)NCCCCNC(\C(=C\CC)\C)=O